O[C@@H]1CC[C@H](CC1)NC(CCCCCC1=CC=CC=C1)=O N-(TRANS-4-HYDROXYCYCLOHEXYL)-6-PHENYLHEXANAMIDE